((3-(dimethylamino)propyl)azanediyl)bis(tetradecane-1,2-diyl) bis(decanoate) C(CCCCCCCCC)(=O)OC(CN(CC(CCCCCCCCCCCC)OC(CCCCCCCCC)=O)CCCN(C)C)CCCCCCCCCCCC